(S)-Pyrrolidin N1CCCC1